N-[(1R)-1-(2,4-dichlorophenyl)ethyl]-5-methoxy-2-piperazin-1-yl-pyrimidin-4-amine hydrochloride Cl.ClC1=C(C=CC(=C1)Cl)[C@@H](C)NC1=NC(=NC=C1OC)N1CCNCC1